C(=O)(O)COC[C@]12CCC(C=C1CC[C@H]1[C@@H]3CCC([C@@]3(C)CC[C@H]21)=O)=O 3,17-dioxo-4-androsten-19-yl carboxymethyl ether